ClC1=CC=C(C=C1)\C=C(/CC(C)(C)C)\N1C=NN=C1 (E)-1-(4-chlorophenyl)-4,4-dimethyl-2-(4H-1,2,4-triazole-4-yl)-1-pentene